tert-butyl-(2S*,3R*)-2-benzyl-3-(difluoromethoxy)azepane-1-carboxylate C(C)(C)(C)OC(=O)N1[C@H]([C@@H](CCCC1)OC(F)F)CC1=CC=CC=C1 |o1:8,9|